CN(C1=CC=C(CN2CC=3C(CC2)=NN(C3O)C3=NC=CC=C3)C=C1)C 5-(4-(dimethylamino)benzyl)-2-(pyridin-2-yl)-4,5,6,7-tetrahydro-2H-pyrazolo[4,3-c]pyridin-3-ol